3,4-dihydro-2H-pyrano[2,3-c]pyridine-5-carbaldehyde O1CCCC2=C1C=NC=C2C=O